3-(azetidin-1-yl)-1-phenylprop-2-en-1-one N1(CCC1)C=CC(=O)C1=CC=CC=C1